COC=1N=C2C=CC(N(C2=CC1)C)=O 6-methoxy-1-methyl-1,2-dihydro-1,5-naphthyridin-2-one